N-hydroxyethyl-acrylamide tert-butyl-(2R,5S)-4-(7-(3-fluorophenyl)-5-formyl-7H-pyrrolo[2,3-d]pyrimidin-4-yl)-2,5-dimethylpiperazine-1-carboxylate C(C)(C)(C)OC(=O)N1[C@@H](CN([C@H](C1)C)C=1C2=C(N=CN1)N(C=C2C=O)C2=CC(=CC=C2)F)C.OCCNC(C=C)=O